divinyloxybiphenyl C(=C)OC1=CC=C(C=C1)C1=CC=C(C=C1)OC=C